phenazasiline C1=CC=CC2=NC3=CC=CC=C3[SiH]=C12